4-Methyl-N-[4-(4-methyl-piperazin-1-yl)-phenyl]-3-(4-pyridin-3-yl-pyrimidin-2-ylamino)-benzamide CC1=C(C=C(C(=O)NC2=CC=C(C=C2)N2CCN(CC2)C)C=C1)NC1=NC=CC(=N1)C=1C=NC=CC1